rac-7-{5-[(3AS,6AS)-3A-METHYL-6A-(PROPAN-2-YL)-HEXAHYDROCYCLOPENTA[D][1,3,2]DIOXABOROL-2-YL]-4-METHOXY-2-(1H-PYRAZOL-3-YL)PHENYL}CINNOLIN-4-AMINE C[C@]12[C@](OB(O1)C=1C(=CC(=C(C1)C1=CC=C3C(=CN=NC3=C1)N)C1=NNC=C1)OC)(CCC2)C(C)C |r|